F[C@H]1[C@@]2(CCC[C@](C[C@H]1OC=1N=CC(=NC1)C1=C(C=C(C=C1)N1C=NC=C1)O)(N2)C)C 2-(5-(((1S,2S,3R,5R)-2-fluoro-1,5-dimethyl-9-azabicyclo[3.3.1]nonan-3-yl)oxy)pyrazin-2-yl)-5-(1H-imidazol-1-yl)phenol